N-(6-(4-(2-cyanoethyl)piperazin-1-yl)-2,2-dimethyl-2,3-dihydrobenzofuran-5-yl)pyrazolo[1,5-a]pyrimidine-3-carboxamide C(#N)CCN1CCN(CC1)C1=CC2=C(CC(O2)(C)C)C=C1NC(=O)C=1C=NN2C1N=CC=C2